FC1(C2CN(CC12)C(=O)C=1C=C2N=C(C=NC2=CC1)C1=CC=2C(N=C1)=NN(C2)C)F (6,6-difluoro-3-azabicyclo[3.1.0]hexan-3-yl)(3-(2-methyl-2H-pyrazolo[3,4-b]pyridin-5-yl)-6-quinoxalinyl)methanone